2-(3-(7-chloro-6-(4-methoxyphenyl)-2-oxo-1,2-dihydroquinolin-3-yl)phenyl)acetic acid ethyl ester C(C)OC(CC1=CC(=CC=C1)C=1C(NC2=CC(=C(C=C2C1)C1=CC=C(C=C1)OC)Cl)=O)=O